carbon silicon tungsten vanadium [V].[W].[Si].[C]